C(C)(C)(C)OC(NC[C@H](C)C1=CC=C(C=C1)C1=C2C(=CC(NC2=C(C=C1OC)C)=O)C)=O (R)-(2-(4-(6-methoxy-4,8-dimethyl-2-oxo-1,2-dihydroquinoline-5-yl)phenyl)propyl)carbamic acid tert-butyl ester